CC=1N(C=CN1)[C@H](C)C1=CC=C(C=C1)N1C=CC=C1 |o1:6| rel-(R)-N-(4-(1-(2-methyl-1H-imidazol-1-yl)ethyl)phenyl)-1H-pyrrole